FC1=C(C(=CC=C1)F)C=1NC2=C(C3=C(N1)C=NN3)C=C(N=C2)C(=O)NCCF 5-(2,6-difluorophenyl)-N-(2-fluoroethyl)-1,6-dihydropyrazolo[4,3-d]pyrido[4,3-f][1,3]diazepine-9-carboxamide